iron diacrylate C(C=C)(=O)[O-].C(C=C)(=O)[O-].[Fe+2]